O1C(=CC=C1)C/[N+](=C/C(CCCCCCCCC)C)/[O-] (Z)-N-(furan-2-ylmethyl)-2-methylundecan-1-imine oxide